FC(C(CN1C=CC2=CC=CC=C12)O)(F)F N-(3,3,3-trifluoro-2-hydroxypropyl)-1H-indole